3-Cyclopropyl-2-oxo-N-(5-((5-(trifluoromethyl)pyridin-2-yl)oxy)-2,3-dihydro-benzofuran-7-yl)imidazolidine-4-carboxamide C1(CC1)N1C(NCC1C(=O)NC1=CC(=CC=2CCOC21)OC2=NC=C(C=C2)C(F)(F)F)=O